BrC1=NN(C(C1)C(=O)O)C1=NC=CC=C1Cl 3-bromo-1-(3-chloropyridine-2-yl)-4,5-dihydro-1H-pyrazole-5-carboxylic acid